O=C1C=CNC2=CC=NC=C12 4-oxo-1H-1,6-naphthyridine